C(#C)C1=C(NC2=CC=C(C=C12)F)C(C)=O 1-(3-ethynyl-5-fluoro-1H-indol-2-yl)ethan-1-one